6-[7,7-difluoro-2-[(2S,3R)-3-hydroxy-2-methyl-azetidin-1-yl]-5,6-dihydrocyclopenta[d]pyrimidin-4-yl]-3'-(2,2,2-trifluoroethyl)spiro[2H-benzofuran-3,5'-imidazolidine]-2',4'-dione FC1(CCC2=C1N=C(N=C2C2=CC1=C(C=C2)C2(C(N(C(N2)=O)CC(F)(F)F)=O)CO1)N1[C@H]([C@@H](C1)O)C)F